N-(4-(3-(5-(4-(4-(dimethylamino)but-2-enoyl)-2-oxopiperazin-1-yl)thiophen-2-yl)propanamido)butyl)benzamide CN(CC=CC(=O)N1CC(N(CC1)C1=CC=C(S1)CCC(=O)NCCCCNC(C1=CC=CC=C1)=O)=O)C